CN(C)C=NC1SSC(N1)=S 3-((N,N-dimethylaminomethylidene)amino)-3H-1,2,4-dithiazole-5-thione